Methyl (E)-(4-(3-ethoxy-5-hydroxy-2-(3-methylbut-2-en-1-yl)styryl)-2-methoxyphenyl)glycinate C(C)OC=1C(=C(/C=C/C2=CC(=C(C=C2)NCC(=O)OC)OC)C=C(C1)O)CC=C(C)C